(1S,3R)-N-(4,6-difluoro-1,3-benzothiazol-2-yl)-3-{[2-(dimethylamino)ethyl]amino}cyclohexane-1-carboxamide FC1=CC(=CC2=C1N=C(S2)NC(=O)[C@@H]2C[C@@H](CCC2)NCCN(C)C)F